[2-(2-methylbenzoyl)-2,3,4,9-tetrahydro-1H-β-carbolin-9-yl]-acetic acid methyl ester COC(CN1C2=CC=CC=C2C=2CCN(CC12)C(C1=C(C=CC=C1)C)=O)=O